2,4,6-tri(2-pyridylthio)s-triazine N1=C(C=CC=C1)SC1=NC(=NC(=N1)SC1=NC=CC=C1)SC1=NC=CC=C1